N1(CCOCC1)CCOC[C@H]1N=CC2=CC=CC=C2C1 (3S)-3-{[2-(morpholin-4-yl)ethoxy]methyl}-3,4-dihydroisoquinolin